The molecule is a diterpenoid isolated from the brown alga Dilophus ligulatus and has been shown to exhibit cytotoxic activity. It has a role as a metabolite and an antineoplastic agent. It is a diterpenoid, a gamma-lactone, a bridged compound and an acetate ester. C/C/1=C\\CC/C(=C/OC(=O)C)/[C@@H]2[C@H]([C@H](C1)OC2=O)[C@@H](C)CCC=C(C)C